C(C)C1=C(C(=NC(=C1C(=O)O)C)C)C(=O)O 4-ethyl-2,6-dimethyl-3,5-pyridinedicarboxylic acid